NC=1N=C(SC1C(C1=CC=C(C=C1)OC)=O)N(C1=CC(=C(C=C1)OC(F)F)F)C(C(=O)N)C [N-[4-Amino-5-(4-methoxybenzoyl)thiazol-2-yl]-4-(difluoromethoxy)-3-fluoroanilino]propanamid